2-chloro-4-(2-(1,3-dimethyl-1H-pyrazol-4-yl)thiophen-3-yl)-4,7-dihydrothieno[2,3-c]pyridin ClC1=CC2=C(CN=CC2C2=C(SC=C2)C=2C(=NN(C2)C)C)S1